3-methyl-6-(2-trimethylsilylethynyl)pyridinecarbonitrile CC=1C(=NC(=CC1)C#C[Si](C)(C)C)C#N